2-[4-(dimethylamino)phenyl]-2-[(2-piperidine-4-ylethyl)amino]-N-(2-pyridine-4-ylethyl)acetamid CN(C1=CC=C(C=C1)C(C(=O)NCCC1=CC=NC=C1)NCCC1CCNCC1)C